methyl 2-[3-[tert-butoxycarbonyl(ethyl)amino]-5-fluoro-2-nitro-phenyl]acetate C(C)(C)(C)OC(=O)N(C=1C(=C(C=C(C1)F)CC(=O)OC)[N+](=O)[O-])CC